C1(=CC=CC2=CC=CC=C12)CCN1CC(N2C1=C(C(=CC2=O)CC2=CC=CC1=CC=CC=C21)C2=CC(=CC=C2)C(F)(F)F)C(=O)OC methyl 1-(2-(naphthalen-1-yl)ethyl)-7-(naphthalen-1-ylmethyl)-5-oxo-8-(3-(trifluoromethyl)phenyl)-1,2,3,5-tetrahydroimidazo[1,2-a]pyridine-3-carboxylate